(1R,5S)-3-(7-(3-hydroxynaphthalen-1-yl)-2-((tetrahydro-1H-pyrrolizin-7a(5H)-yl)methoxy)quinazolin-4-yl)-N-((S)-1-methylpyrrolidin-3-yl)-3,8-diazabicyclo[3.2.1]octane-8-carboxamide OC=1C=C(C2=CC=CC=C2C1)C1=CC=C2C(=NC(=NC2=C1)OCC12CCCN2CCC1)N1C[C@H]2CC[C@@H](C1)N2C(=O)N[C@@H]2CN(CC2)C